(R)-6-Bromo-8-chloro-N-(1-(3-(difluoromethyl)-2-fluorophenyl)ethyl)-2-methylpyrido[3,4-d]Pyrimidine-4-amine BrC1=CC2=C(N=C(N=C2N[C@H](C)C2=C(C(=CC=C2)C(F)F)F)C)C(=N1)Cl